8-methyl-6,11-dihydro-thieno[3',2':2,3]azepino[4,5-b]indol-5(4H)-one CC=1C=C2C3=C(NC2=CC1)C1=C(NC(C3)=O)C=CS1